2-(2,6-Dioxopiperidin-3-yl)-4-(2-(2-(2-(2-hydroxyethoxy)ethoxy)ethoxy)ethoxy)isoindoline-1,3-dione O=C1NC(CCC1N1C(C2=CC=CC(=C2C1=O)OCCOCCOCCOCCO)=O)=O